4,4'-(1,2-Diethylethylene)diresorcinol C(C)C(C(CC)C1=C(C=C(O)C=C1)O)C1=C(C=C(O)C=C1)O